C(C=C)N(C(O)=O)[C@H](C(=O)N(C)[C@@]1(CNCCC1)CC1=CC=C(C=C1)Cl)COC.NC=1C(=NC(=CC1)OC)NCCO 3-amino-2-(β-hydroxyethyl-amino)-6-methoxypyridine Allyl-((S)-1-(((R)-3-(4-chlorobenzyl)piperidin-3-yl)(methyl)amino)-3-methoxy-1-oxopropan-2-yl)carbamate